Cl.COC([C@@H](NC(=O)OC(C)(C)C)CCCCN)=O N-(tert-Butoxycarbonyl)-L-lysine methyl ester hydrochloride